N-[4-(3-Cyanophenyl)-5-(4-methylquinazolin-6-yl)thiazol-2-yl]-3-methyl-3,6-diazabicyclo[3.2.0]heptane-6-carboxamide C(#N)C=1C=C(C=CC1)C=1N=C(SC1C=1C=C2C(=NC=NC2=CC1)C)NC(=O)N1C2CN(CC2C1)C